1-(2,6-bis(benzyloxy)pyridin-3-yl)-6-(4-(((1r,4r)-4-(dimethoxymethyl)cyclohexyl)oxy)piperidin-1-yl)-1,3-dihydro-2H-benzo[d]imidazol-2-one C(C1=CC=CC=C1)OC1=NC(=CC=C1N1C(NC2=C1C=C(C=C2)N2CCC(CC2)OC2CCC(CC2)C(OC)OC)=O)OCC2=CC=CC=C2